3-[4-[3-[4-[(3R,5R)-5-[(5-chloro-1-methyl-6-oxo-pyridazin-4-yl)amino]-1-methyl-3-piperidyl]benzoyl]-3,9-diazaspiro[5.5]undecan-9-yl]-2-oxo-1-pyridyl]piperidine-2,6-dione ClC1=C(C=NN(C1=O)C)N[C@@H]1C[C@@H](CN(C1)C)C1=CC=C(C(=O)N2CCC3(CC2)CCN(CC3)C3=CC(N(C=C3)C3C(NC(CC3)=O)=O)=O)C=C1